C(=O)(O)CCCCCCCN(C1CCC(CC1)C(=O)O)C(=O)N1CCN(CCC1)C (1r,4r)-4-[(7-carboxyheptyl)(4-methyl-1,4-diazepane-1-carbonyl)amino]cyclohexane-1-carboxylic acid